10-(4-chloro-2-fluoro-5-methoxyphenyl)8-cyclopropyl-7,8-dihydropyrido[2',3':4,5]pyrrolo[1,2-a]pyrazin-9(6H)-one ClC1=CC(=C(C=C1OC)C=1C2=C(N3C1C(N(CC3)C3CC3)=O)C=CC=N2)F